tert-Butyl (1-(3-acetyl-5-chloro-2-ethoxy-6-fluorophenyl)-2-{[tert-butyl(dimethyl)silyl]oxy}ethyl)carbamate C(C)(=O)C=1C(=C(C(=C(C1)Cl)F)C(CO[Si](C)(C)C(C)(C)C)NC(OC(C)(C)C)=O)OCC